2-[(1R,3R,5S)-3-([5-cyclopropyl-3-[2-(trifluoromethoxy)phenyl]-1,2-oxazol-4-yl]carbonyloxy)-8-azabicyclo[3.2.1]octan-8-yl]-4-fluoro-1,3-benzothiazole-6-carboxylic acid C1(CC1)C1=C(C(=NO1)C1=C(C=CC=C1)OC(F)(F)F)C(=O)OC1C[C@H]2CC[C@@H](C1)N2C=2SC1=C(N2)C(=CC(=C1)C(=O)O)F